3-[3-(hydroxymethyl)-1-bicyclo[1.1.1]pentyl]azetidine-1-carboxylic acid tert-butyl ester C(C)(C)(C)OC(=O)N1CC(C1)C12CC(C1)(C2)CO